C(C1=CC=CC=C1)N(C[C@@H](C(=O)OC)F)CC1=CC=CC=C1 methyl (S)-3-(dibenzylamino)-2-fluoropropionate